C1(=CC=CC=C1)C1=C(C(=NN=N1)C1=C(C=CC=C1)C1=C(C=CC=2SC3=C(C21)C=CC=C3)C3=C(C=CC=C3)C3=CC=CC=C3)C3=CC=CC=C3 (diphenyltriazinyl)[(biphenylyl)dibenzothiophenyl]Benzene